CC(C(=O)N1C[C@H]2OC3=C([C@@H]1C2)C=NC=C3C#CC3=NC=CC(=C3)C(F)(F)F)(C)C 2,2-dimethyl-1-((2S,5S)-9-((4-(trifluoromethyl)pyridin-2-yl)ethynyl)-2,3-dihydro-2,5-methanopyrido[3,4-f][1,4]oxazepin-4(5H)-yl)propan-1-one